tert-butyl N-[8-[5-[1-(2,6-dioxo-3-piperidyl)-3-methyl-2-oxo-benzimidazol-5-yl] pentylcarbamoyl]-2,3-dihydro-1,4-benzodioxin-5-yl]carbamate O=C1NC(CCC1N1C(N(C2=C1C=CC(=C2)CCCCCNC(=O)C2=CC=C(C1=C2OCCO1)NC(OC(C)(C)C)=O)C)=O)=O